9,9-diphenyl-9H-fluorene-2-amine C1(=CC=CC=C1)C1(C2=CC=CC=C2C=2C=CC(=CC12)N)C1=CC=CC=C1